ClC1=CC=C(C=C1)NC(=S)[C@@H]1CC[C@H](CC1)OC1=NC=CC=C1 trans-N-(4-chlorophenyl)-4-(pyridin-2-yloxy)cyclohexanethiocarboxamide